C(C)OC(\C(=C/C1CN(CC12CN(C2)C(=O)OC(C)(C)C)C(=O)OCC=C)\CC2=NC(=CC=C2)C2=CC=C(C=C2)C(F)(F)F)=O 6-Allyl 2-(tert-butyl) (Z)-8-(3-ethoxy-3-oxo-2-((6-(4-(trifluoromethyl) phenyl)pyridin-2-yl)methyl)prop-1-en-1-yl)-2,6-diazaspiro[3.4]octane-2,6-dicarboxylate